5-bromo-N-phenethylthiophene-2-carboxamide BrC1=CC=C(S1)C(=O)NCCC1=CC=CC=C1